(R)-2-(2-(Benzyloxy)-4,6-dihydroxybenzoyl)-N,N-dimethyl-8-((tetrahydrofuran-3-yl)amino)-1,2,3,4-tetrahydro-isoquinoline-6-carboxamide C(C1=CC=CC=C1)OC1=C(C(=O)N2CC3=C(C=C(C=C3CC2)C(=O)N(C)C)N[C@H]2COCC2)C(=CC(=C1)O)O